C1(=CC=CC=C1)P(C(C1=C(C=C(C=C1C)C)C)=O)(C1=CC=CC=C1)=O diphenyl-(2,4,6-trimethyl-benzoyl)phosphorus oxide